1-[3-(hydroxyacetamidomethyl)benzyl]-3-bromo-4-[(2,4-difluorobenzyl)oxy]-6-methylpyridin-2(1H)-one OCC(=O)NCC=1C=C(CN2C(C(=C(C=C2C)OCC2=C(C=C(C=C2)F)F)Br)=O)C=CC1